5-amino-N,N-dimethylpicolinamide NC=1C=CC(=NC1)C(=O)N(C)C